7'-((4-(morpholine-4-carbonyl)phenyl)amino)-1',2'-dihydro-3'H-spiro[cyclohexane-1,4'-pyrimido[5',4':4,5]pyrrolo[2,1-c][1,2,4]triazin]-3'-one N1(CCOCC1)C(=O)C1=CC=C(C=C1)NC=1N=CC=2C=C3NNC(C4(N3C2N1)CCCCC4)=O